O,O-diethyl phosphorothioate P(OCC)(OCC)([O-])=S